C(C)N(C1=NC(=NC(=N1)N(C1=CC=CC=C1)C=1NC2=C(C1)C=CC=C2)N(CCC(C)C)CCCCCC)CCC(C)C Ethylhexyl-bis-isoamyl-benzoAzolyl-phenyl-melamine